Oxygen Hydrogen Peroxide OO.[O]